FC(C(=O)O)(F)F.NCC(CN1N=NN(C1=O)CC=1C=C(C=CC1)C=1C=C2CCC(NC2=C(C1)C)=O)=C(F)F 6-[3-[[4-[2-(aminomethyl)-3,3-difluoro-allyl]-5-oxo-tetrazol-1-yl]methyl]phenyl]-8-methyl-3,4-dihydro-1H-quinolin-2-one trifluoroacetate